C(C)OC1(CN(CC1)C(=O)OC(C)(C)C)C(=O)OCC 1-(tert-butyl) 3-ethyl 3-ethoxypyrrolidine-1,3-dicarboxylate